Methyl (S)-2-(6-cyanobenzo[d]oxazol-2-yl)-5-hydroxy-6-methoxy-1,2,3,4-tetrahydroisoquinoline-3-carboxylate C(#N)C1=CC2=C(N=C(O2)N2CC3=CC=C(C(=C3C[C@H]2C(=O)OC)O)OC)C=C1